C(CCC)OC(CCCCCCC)=O caprylic acid butyl ester